NCCC=1C=NC(=NC1)C1=C(OC2=CC(=NN2C)N(C)CC(F)F)C=C(C=C1)F 5-[2-[5-(2-aminoethyl)pyrimidin-2-yl]-5-fluorophenoxy]-N-(2,2-difluoroethyl)-N,1-dimethylpyrazol-3-amine